2-(4-{[(3R)-piperidin-3-yl]amino}-5,7-dihydrothieno[3,4-d]pyridazin-1-yl)-5-(trifluoromethyl)phenol N1C[C@@H](CCC1)NC=1C2=C(C(=NN1)C1=C(C=C(C=C1)C(F)(F)F)O)CSC2